4-((8-cyclopentyl-7-oxo-7,8-dihydropyrido[2,3-d]pyrimidin-2-yl)amino)-3-methylbenzene-1-sulfonyl chloride C1(CCCC1)N1C(C=CC2=C1N=C(N=C2)NC2=C(C=C(C=C2)S(=O)(=O)Cl)C)=O